4-((8-oxabicyclo[3.2.1]octan-3-yl)amino)-2-chloropyrimidine-5-carboxylic acid ethyl ester C(C)OC(=O)C=1C(=NC(=NC1)Cl)NC1CC2CCC(C1)O2